4-Amino-2-(2,6-dioxo-3-piperidinyl)isoindoline-1,3-dione NC1=C2C(N(C(C2=CC=C1)=O)C1C(NC(CC1)=O)=O)=O